C(C(=O)O)(=O)O.P(=O)(O)(O)O.B(O)(F)F difluoroboric acid phosphate oxalate